(3R)-1-(7-(8-ethyl-7-fluoro-3-(methoxymethoxy)naphthalen-1-yl)-2-(methylsulfinyl)-5,6,7,8-tetrahydropyrido[3,4-d]pyrimidin-4-yl)-3-methylpiperidin-3-ol C(C)C=1C(=CC=C2C=C(C=C(C12)N1CC=2N=C(N=C(C2CC1)N1C[C@@](CCC1)(O)C)S(=O)C)OCOC)F